3-(1-(thien-2-yl)-1H-pyrazol-4-yl)aniline S1C(=CC=C1)N1N=CC(=C1)C=1C=C(N)C=CC1